4-(2-{[(2r,7as)-2-fluoro-hexahydro-1H-pyrrolizin-7a-yl]methoxy}-8-fluoro-4-(1,4-oxazepan-4-yl)quinazolin-7-yl)-5-ethynyl-6-fluoronaphthalene-2-ol F[C@@H]1C[C@@]2(CCCN2C1)COC1=NC2=C(C(=CC=C2C(=N1)N1CCOCCC1)C1=CC(=CC2=CC=C(C(=C12)C#C)F)O)F